(2R)-2-[[4-(2-chloro-4-fluoro-phenyl)-7-quinolyl]oxy]-N-isopropyl-N-methyl-propanamide ClC1=C(C=CC(=C1)F)C1=CC=NC2=CC(=CC=C12)O[C@@H](C(=O)N(C)C(C)C)C